2,2,7,7,8,9,9-Heptamethyldecahydroindeno[4,3a-b]furane CC1(CC23C(O1)C(C(C(C3CCC2)(C)C)C)(C)C)C